nonadecyl-carboxylic acid C(CCCCCCCCCCCCCCCCCC)C(=O)O